(R)-3-amino-1-((4-bromophenyl)sulfonyl)azepin-2-one N[C@H]1C(N(C=CC=C1)S(=O)(=O)C1=CC=C(C=C1)Br)=O